(rac)-((1s,3s)-3-Hydroxy-3-methylcyclobutyl)(6-(3-methoxy-5-methylphenyl)-2-azaspiro[3.4]octan-2-yl)methanone OC1(CC(C1)C(=O)N1CC2(C1)C[C@@H](CC2)C2=CC(=CC(=C2)C)OC)C |r|